NCC(=O)NCOC/C(=C/CCP(=O)(OC1=CC=CC=C1)N[C@@H](C)C(=O)OCC1=CC=CC=C1)/C Benzyl (((E)-5-((2-aminoacetamido)methoxy)-4-methylpent-3-en-1-yl)(phenoxy)phosphoryl)-L-alaninate